3-bromo-5-[(trifluoromethyl)sulfanyl]benzoic acid BrC=1C=C(C(=O)O)C=C(C1)SC(F)(F)F